C(C(/C(=C\\C(=O)O)/C=C/C(=O)O)O)C(=O)O The molecule is a tricarboxylic acid that is hexa-2,4-dienedioic acid which is substituted at position 3 by a 2-carboxy-1-hydroxyethyl group (the 2Z,4E isomer; a mixture of isomers at the carbon bearing the alcoholic hydroxy group). It has been produced from trans-caffeic acid using Aspergillus niger, but the conversion rate was increased 3.5 times by using a coculture of Streptomyces coelicolor and Aspergillus niger. It has a role as an Aspergillus metabolite. It is a tricarboxylic acid, a secondary alcohol and an olefinic compound.